Ethyl-N'-(3-dimethylaminopropyl)carbodiimide C(C)N=C=NCCCN(C)C